N(C(=N)N)[C@H]1[C@H](CC1)C(=O)O (1S,2R)-2-carbamimidamidocyclobutane-1-carboxylic acid